7-((2-fluoro-4-(4-(trifluoromethyl)piperidin-1-yl)phenyl)amino)-4-methyl-2H-benzo[b][1,4]oxazin-3(4H)-one FC1=C(C=CC(=C1)N1CCC(CC1)C(F)(F)F)NC=1C=CC2=C(OCC(N2C)=O)C1